C[C@@H]1NC2=CC=C3C(=C2CC1)N=C(N3CCN3CCOCC3)CN3C(C=CC=C3)=O (7S)-7-Methyl-3-[2-(morpholin-4-yl)ethyl]-2-[(2-oxo-1,2-dihydropyridin-1-yl)methyl]-3H,6H,7H,8H,9H-imidazo[4,5-f]chinolin